N-((4-((5-chloropyrimidin-2-yl)oxy)-3-fluorophenyl)carbamoyl)-4-methoxycyclohexane-1-carboxamide ClC=1C=NC(=NC1)OC1=C(C=C(C=C1)NC(=O)NC(=O)C1CCC(CC1)OC)F